FC(OC=1C=NC(=NC1)N[C@@H]1C[C@H](CC1)NC1=CC=C(C=N1)N1C(C(=CC=C1)C(=O)NC)=O)F 6'-(((1S,3S)-3-((5-(difluoromethoxy)pyrimidin-2-yl)amino)cyclopentyl)amino)-N-methyl-2-oxo-2H-[1,3'-bipyridine]-3-carboxamide